CC1(C(C1)C(=O)NC1CCC(CC1)OC1=C2C=NC=NC2=CC(=C1)N1CCOCC1)C 2,2-dimethyl-N-((1s,4s)-4-((7-morpholinoquinazolin-5-yl)oxy)cyclohexyl)cyclopropane-1-carboxamide